N-(3,5-dichloro-4-(2,6-dioxopiperidin-3-yl)benzyl)-2-(5-(difluoromethyl)-1,3,4-oxadiazol-2-yl)-2-methylpropanamide ClC=1C=C(CNC(C(C)(C)C=2OC(=NN2)C(F)F)=O)C=C(C1C1C(NC(CC1)=O)=O)Cl